ClC1=NC=C(C(=N1)C1=NC2=C(N1C)C=CC=C2)F (2-chloro-5-fluoropyrimidin-4-yl)-1-methyl-1H-benzo[d]imidazole